N-(5-bromo-7-(difluoromethoxy)-1H-indazol-3-yl)-4-fluorobenzamide BrC=1C=C2C(=NNC2=C(C1)OC(F)F)NC(C1=CC=C(C=C1)F)=O